O(S(=O)(=O)C(F)(F)F)C1=NC(=NC=2C[C@@]3(CCC12)CC1=CC=CC(=C1CC3)F)SC (R)-5-fluoro-2'-(methylthio)-3,4,5',8'-tetrahydro-1H,6'H-spiro[naphthalene-2,7'-quinazoline]-4'-Yl triflate